N-cyclopropyl-N-(2-azaspiro[3.3]heptane-6-yl)sulfamic acid amide trifluoroacetate FC(C(=O)O)(F)F.C1(CC1)N(S(N)(=O)=O)C1CC2(CNC2)C1